N-[5-[(6-bromo-4-methyl-3-oxopyrazin-2-yl)amino]-2-[(2S)-2-methyl-4-(oxan-4-yl)piperazin-1-yl]phenyl]prop-2-enamide BrC1=CN(C(C(=N1)NC=1C=CC(=C(C1)NC(C=C)=O)N1[C@H](CN(CC1)C1CCOCC1)C)=O)C